C1(CCC1)C=1C(=NN(C1NC(=O)NC1=CC=CC=C1)C)C1CC(C1)(F)F 1-(4-cyclobutyl-3-(3,3-difluorocyclobutyl)-1-methyl-1H-pyrazol-5-yl)-3-phenylurea